CN1C(=NC2=C1C=CC=C2)C2=CC(=C(C=C2)N2C1=CC=CC=C1N(C=1C=CC=CC21)C)N2C1=CC=CC=C1N(C=1C=CC=CC21)C 10,10'-(4-(1-methyl-1H-benzo[d]imidazol-2-yl)-1,2-phenylene)bis(5-methyl-5,10-dihydrophenazine)